CC(=O)[C@]1(CC[C@@H]2[C@@]1(CC[C@H]3[C@H]2C=CC4=CC(=O)CC[C@]34C)C)O The molecule is a 3-oxo Delta(4)-steroid that is pregna-4,6-diene-3,20-dione substituted by a hydroxy group at position 17. It has a role as a contraceptive drug, an antineoplastic agent, an appetite enhancer, a progestin and a synthetic oral contraceptive. It is a 20-oxo steroid, a 17alpha-hydroxy steroid, a 3-oxo-Delta(4) steroid and a tertiary alpha-hydroxy ketone.